C(C)(C)OC1=NC=NC(=N1)N 6-isopropoxy-1,3,5-triazin-2-amine